tert-butyl (3-(3-(6-morpholino-1H-benzo[d]imidazol-2-yl)-1H-indazole-5-carboxamido)propyl)carbamate O1CCN(CC1)C=1C=CC2=C(NC(=N2)C2=NNC3=CC=C(C=C23)C(=O)NCCCNC(OC(C)(C)C)=O)C1